FC=1C=C(CN2CCC(CC2)CCNC(C2=CC(=CC=C2)[N+](=O)[O-])=O)C=C(C1)F N-(2-(1-(3,5-difluorobenzyl)piperidin-4-yl)ethyl)-3-nitrobenzamide